CC1(OB(OC1(C)C)C=1C=C(C=CC1)C(C#N)C)C 2-[3-(4,4,5,5-tetramethyl-1,3,2-dioxaborolan-2-yl)phenyl]propanenitrile